ClC1=C(C(=CC=C1NS(=O)(=O)C=1C(=NC=C(C1)Cl)OC)Cl)C=1C=C2C=NC(=NC2=CC1)NC(C(C)(C)C)=O N-(6-(2,6-dichloro-3-(5-chloro-2-methoxypyridine-3-sulfonamido)phenyl)quinazolin-2-yl)pivalamide